[1-[4-[methyl(tetra-hydropyran-4-yl)amino]-5-oxido-6,7-dihydro-thieno[3,2-d]pyrimidin-5-ium-2-yl]azetidin-3-yl] 5-ethyl-1-methyl-pyrazole-3-carboxylate C(C)C1=CC(=NN1C)C(=O)OC1CN(C1)C=1N=C(C2=C(N1)CC[S+]2[O-])N(C2CCOCC2)C